(E)-7-bromo-2-chloro-4-(2-(3-methylbenzylidene)hydrazinyl)thieno[3,2-d]pyrimidine BrC1=CSC2=C1N=C(N=C2N/N=C/C2=CC(=CC=C2)C)Cl